C1=COC2=C1C1=C(C=CC=3C=CC=CC13)C=C2 BENZONAPHThOFURANE